FC=1C=CC(=NC1C)C1=NNC=C1C=1N=C2C=C(C=NC2=CC1)N1CCC(CC1)N(C)C 1-[6-[3-(5-fluoro-6-methyl-2-pyridyl)-1H-pyrazol-4-yl]-1,5-naphthyridin-3-yl]-N,N-dimethyl-piperidin-4-amine